NC=1C=2N(C3=CC(=C(C=C3N1)F)C(=O)N(C)CC1=C(C=C(C=C1)C=1C=NN(C1)C(F)(F)F)Cl)C=NC2 4-amino-N-(2-chloro-4-(1-(trifluoromethyl)-1H-pyrazol-4-yl)benzyl)-7-fluoro-N-methylimidazo[1,5-a]quinoxaline-8-carboxamide